ClC1=NC=C(C(=N1)Cl)C(=O)O 2,4-Dichloropyrimidine-5-carboxylic acid